6-(2-methylpyridin-4-ylamino)-2-(3-(pyridin-4-ylamino)phenyl)isoindolin-1-one CC1=NC=CC(=C1)NC1=CC=C2CN(C(C2=C1)=O)C1=CC(=CC=C1)NC1=CC=NC=C1